tert-butyl (6-methoxythiazolo[4,5-b]pyrazin-2-yl)carbamate COC=1N=C2C(=NC1)N=C(S2)NC(OC(C)(C)C)=O